N1=NN=CN=C1 1,2,3,5-Tetrazin